CP([O-])(=O)CCC.[Sn+4].CP([O-])(=O)CCC.CP([O-])(=O)CCC.CP([O-])(=O)CCC tin methyl-n-propylphosphinate